6-((1-fluorocyclopropyl)methoxy)-N-(6-methylpyridin-3-yl)isoquinolin-1-amine FC1(CC1)COC=1C=C2C=CN=C(C2=CC1)NC=1C=NC(=CC1)C